C([O-])(O)=O.C(C(=O)O)(=O)O.C(C(=O)O)(=O)O.[Li+].N1=C(N=CC=C1)CNC(=O)C=1C=NC=NC1 N-[(pyrimidin-2-yl)methyl]pyrimidine-5-carboxamide Lithium bis(oxalate) carbonate